FC=1C(=C2N(CCN(C2=C(C1)F)C=1C2=C(N=C(N1)NC1=CC=C(C=C1)N1CCN(CC1)C)N(C(C=C2F)=O)C)C(C=C)=O)C (6,8-difluoro-5-methyl-4-prop-2-enoyl-2,3-dihydroquinoxalin-1-yl)-5-fluoro-8-methyl-2-[4-(4-methylpiperazin-1-yl)anilino]pyrido[2,3-d]pyrimidin-7-one